C(C)(C)(C)C1=CC(=CC=C1)C#C 1-(tert-butyl)-3-ethynylbenzene